7-chloro-2-oxo-5-phenyl-1,4-benzodiazepine-4-oxide ClC=1C=CC=2C(=C([N+](=CC(N2)=O)[O-])C2=CC=CC=C2)C1